C(CCCCCCCCC)OC(CC)(C)C 1,1-dimethyl-propyl n-decyl ether